NC(C(C(CO)O)O)CO 4-aminopentane-1,2,3,5-tetrol